ClC(Cl)(Cl)C(C(=O)O)CC1=CC=CC=C1.ClC(Cl)(Cl)OC(CC1=CC=CC=C1)=O trichloromethylbenzeneAcetate (Trichloromethyl benzyl Acetate)